2-((2-((2-cyclopropyl-6-methoxy-1,2,3,4-tetrahydroisoquinolin-7-yl)amino)-7H-pyrrolo[2,3-d]pyrimidin-4-yl)amino)-N,N-dimethylbenzenesulfonamide C1(CC1)N1CC2=CC(=C(C=C2CC1)OC)NC=1N=C(C2=C(N1)NC=C2)NC2=C(C=CC=C2)S(=O)(=O)N(C)C